2-(((3,4-dimethoxyphenyl)amino)methylene)malonate COC=1C=C(C=CC1OC)NC=C(C(=O)[O-])C(=O)[O-]